N-(5-(3-(3,3-Dimethylbutoxy)-5-fluorophenyl)-4-(4-fluoro-2-((1,1,1-trifluoropropan-2-yl)oxy)phenyl)thiazol-2-yl)-1-methyl-1H-pyrazole-3-sulfonamide CC(CCOC=1C=C(C=C(C1)F)C1=C(N=C(S1)NS(=O)(=O)C1=NN(C=C1)C)C1=C(C=C(C=C1)F)OC(C(F)(F)F)C)(C)C